COC=1C=C2CCN(CC2=CC1NC1=NC=C(C(=N1)NC1=C(C=CC=C1)CC(C)C1=CC=CC=C1)C(=O)N)C 2-[(6-methoxy-2-methyl-1,2,3,4-tetrahydroisoquinolin-7-yl)amino]-4-{[2-(2-phenylpropyl)phenyl]amino}pyrimidine-5-carboxamide